BrC1=CC=C(C=C1)C=1C(=NC2(N1)CCN(CC2)C)SCC(=O)NC=2C=NC1=CC=CC=C1C2 2-((3-(4-bromophenyl)-8-methyl-1,4,8-triazaspiro[4.5]decan-1,3-dien-2-yl)thio)-N-(quinolin-3-yl)acetamide